N-{4-[2-(4-fluorophenyl)-5-propanoyl-4H,6H,7H-pyrazolo[1,5-a]pyrazin-3-yl]pyridin-2-yl}-N-propanoylpropanamide FC1=CC=C(C=C1)C1=NN2C(CN(CC2)C(CC)=O)=C1C1=CC(=NC=C1)N(C(CC)=O)C(CC)=O